4-N-pentanoyl-morpholin-2-one C(CCCC)(=O)N1CC(OCC1)=O